(ethoxycyclohexyl)ethyl-trimethoxysilane C(C)OC1(CCCCC1)CC[Si](OC)(OC)OC